BrC=1C2=C(N(C(CC1C=1OC(=NN1)C)=O)CC1=CC=C(C=C1)OC)C=CC=C2 5-Bromo-1-(4-methoxybenzyl)-4-(5-methyl-1,3,4-oxadiazol-2-yl)-1,3-dihydro-2H-benzo[b]azepin-2-one